The molecule is a member of the class of oxanes that is tetrahydro-2H-pyran which is substituted at positions 2 and 4 by an isoprop-1-enyl group and a methyl group, respectively. Organic compound of the pyran class and the monoterpene class and a fragrance found in roses and rose oil. All four possible stereoisomers are known; the 2S,4R and 2S,4S diastereoisomers [also known as the (-)-cis- and (-)-trans-isomers, respectively] are the main constituents in several essential oils and are used as a food flavouring and in perfumes and cosmetics. It has a role as a plant metabolite. It is a monoterpenoid, a member of oxanes and an olefinic compound. CC1CCOC(C1)C=C(C)C